C(C)(C)N1C(CCC2=CC=C(C=C12)B1OC(C(O1)(C)C)(C)C)=O 1-isopropyl-7-(4,4,5,5-tetramethyl-1,3,2-dioxaborolan-2-yl)-3,4-dihydroquinolin-2(1H)-one